2-acetamido-N-(2-((3-chloro-5-(trifluoromethyl)pyridin-2-yl)oxy)ethyl)isonicotinamide C(C)(=O)NC=1C=C(C(=O)NCCOC2=NC=C(C=C2Cl)C(F)(F)F)C=CN1